N=1N=CN(C1)C1=CC(=C2C=NNC2=C1)NCCOCCCCNCC=1C=C(C=C(C1)Cl)C1(CC1)C#N 1-(3-(((4-(2-((6-(4H-1,2,4-triazol-4-yl)-1H-indazol-4-yl)amino)ethoxy)butyl)amino)methyl)-5-chlorophenyl)cyclopropane-1-carbonitrile